1-[(E)-1,2-difluorovinyl]-4-pentylbenzene F\C(=C\F)\C1=CC=C(C=C1)CCCCC